ClC1=CC=C(C=C1)N1C(=NC2=C1C=NC=C2)C2=CC=C(C=C2)CN2CCN(CC2)C 1-({4-[3-(4-Chlorophenyl)-3H-imidazo[4,5-c]pyridin-2-yl]phenyl}methyl)-4-methylpiperazine